ClC=1C(=NC=CC1)C(=O)N 3-Chloropyridineamide